C(=O)=C1N(C(C2=CC=CC=C12)=C=O)CC1=CC=C(CP(OC(C)(C)C)(OC(C)(C)C)=O)C=C1 di-tert-butyl (4-((1,3-dicarbonylisoindolin-2-yl)methyl)benzyl)phosphonate